4-((2R,3S,4S,5R)-3-(3,4-difluoro-2-(2-hydroxyethoxy)phenyl)-4,5-dimethyl-5-(trifluoromethyl)tetrahydrofuran-2-carboxamido)-N-methylpicolinamide FC=1C(=C(C=CC1F)[C@H]1[C@@H](O[C@]([C@H]1C)(C(F)(F)F)C)C(=O)NC1=CC(=NC=C1)C(=O)NC)OCCO